carboxyethylaminobutyric acid C(=O)(O)CCNC(C(=O)O)CC